1-Methoxy-6,6,9-trimethyl-3-propyl-6a,7,8,9,10,10a-hexahydrobenzo[c]chromene COC1=C2C3C(C(OC2=CC(=C1)CCC)(C)C)CCC(C3)C